BrC1=CC(=C(C=C1)NC(CCN)(C)C)[N+](=O)[O-] N3-(4-bromo-2-nitrophenyl)-3-methylbutane-1,3-diamine